1-(4-cyanophenyl)pyrrolidine C(#N)C1=CC=C(C=C1)N1CCCC1